O=C1NC(CCC1N1C(C2=CC=C(C(=C2C1=O)F)CN1CCN(CC1)C1=CC=C2CN(C(C2=C1)=O)C(C(=O)NC=1SC=CN1)C1=C(C=CC(=C1)F)O)=O)=O 2-(6-(4-((2-(2,6-dioxopiperidin-3-yl)-4-fluoro-1,3-dioxoisoindoline-5-yl)methyl)piperazin-1-yl)-1-oxoisoindolin-2-yl)-2-(5-fluoro-2-hydroxyphenyl)-N-(thiazol-2-yl)acetamide